cis-racemic-tert-butyl (3S,4R)-4-amino-3-methoxypiperidine-1-carboxylate N[C@H]1[C@H](CN(CC1)C(=O)OC(C)(C)C)OC |r|